(benzo[d]thiazol-2-yl)-N-(1-(4-(3-(4-(((5-(((5-(tert-butyl)oxazol-2-yl)methyl)thio)thiazol-2-yl)amino)methyl)piperidin-1-yl)propyl)phenyl)butyl)-2-cyano-N-methylacrylamide S1C(=NC2=C1C=CC=C2)C=C(C(=O)N(C)C(CCC)C2=CC=C(C=C2)CCCN2CCC(CC2)CNC=2SC(=CN2)SCC=2OC(=CN2)C(C)(C)C)C#N